2-Cyclopropyl-4-(2-cyclopropyl-benzyl)-6-[1-(2-fluoro-6-methylphenyl)-piperidin-4-yl]-7-methyl-2,4,6,7-tetrahydro-pyrazolo[4,3-d]pyrimidin-5-one C1(CC1)N1N=C2C(N(C(N(C2C)C2CCN(CC2)C2=C(C=CC=C2C)F)=O)CC2=C(C=CC=C2)C2CC2)=C1